2-chloro-3-((7-chloro-5-(trifluoromethyl)-1H-indol-1-yl)methyl)-4-(trifluoromethyl)benzoic acid ClC1=C(C(=O)O)C=CC(=C1CN1C=CC2=CC(=CC(=C12)Cl)C(F)(F)F)C(F)(F)F